hydrazinecarboxylic acid chloride N(N)C(=O)Cl